FC1=C2C=CNC2=CC(=C1C1=CC=C(C=C1)C1OCCCC1)F 4,6-difluoro-5-(4-(tetrahydro-2H-pyran-2-yl)phenyl)-1H-indole